4,7-dihydroxy-1H-indol OC1=C2C=CNC2=C(C=C1)O